(5-(phenylmethyloxy)-3-fluoropyridin-2-yl)acetic acid C1(=CC=CC=C1)COC=1C=C(C(=NC1)CC(=O)O)F